(R)-tert-butyl (1-(4-aminobenzoyl)pyrrolidin-3-yl)carbamate NC1=CC=C(C(=O)N2C[C@@H](CC2)NC(OC(C)(C)C)=O)C=C1